undecyl hydrogen tetradecyl borate B(OCCCCCCCCCCC)(O)OCCCCCCCCCCCCCC